O=C1NC(CCC1NC1=CC=C(CN2CCN(CC2)C=2C(=CC3=C(C(C=4NC5=CC(=CC=C5C4C3=O)C#N)(C)C)C2)CC)C=C1)=O 8-(4-(4-((2,6-dioxopiperidin-3-yl)amino)benzyl)piperazin-1-yl)-9-ethyl-6,6-dimethyl-11-oxo-6,11-dihydro-5H-benzo[b]carbazole-3-carbonitrile